7-bromo-6-chloro-3-[3-(3-hydroxy-2-piperidinyl)-2-oxopropyl]-4(3H)-quinazolinone BrC1=C(C=C2C(N(C=NC2=C1)CC(CC1NCCCC1O)=O)=O)Cl